3-((3-(2-acetamidoethyl)-1H-indol-4-yl)oxy)-3-oxopropionic acid C(C)(=O)NCCC1=CNC2=CC=CC(=C12)OC(CC(=O)O)=O